ClC1=C(OC2=CC=C(C=C2)C2=NN(C3=C2C=NC=C3OC)[C@H]3CN(CC3)C(C=C)=O)C=CC=C1OC (R)-1-(3-(3-(4-(2-chloro-3-methoxyphenoxy)phenyl)-7-methoxy-1H-pyrazolo[4,3-c]pyridin-1-yl)pyrrolidin-1-yl)prop-2-en-1-one